NC1=CC=C(C=C1)C(F)(F)F 4-aminobenzotrifluoride